2-(5-fluoropyrimidin-2-yl)hexahydropyrrolo[1,2-a]pyrazin-6(2H)-one FC=1C=NC(=NC1)N1CC2N(CC1)C(CC2)=O